C(=C)C1=C(C=CC=C1)[Si]([Si](OC)(OC)C)(C)C 1-(o-vinylphenyl)-1,1,2-trimethyl-2,2-dimethoxydisilane